tert-butyl (R,Z)-3-((1-(4-methoxyphenyl)ethyl)amino)-3-(pyridin-2-yl)acrylate COC1=CC=C(C=C1)[C@@H](C)N\C(=C/C(=O)OC(C)(C)C)\C1=NC=CC=C1